NCCNCCC[Si](OC)(OC)OC r-(2-aminoethyl)aminopropyl-trimethoxysilane